Methyl-2-methyl-5-((2R)-2-((((R)-1-(naphthalen-1-yl)ethyl)amino)methyl)chroman-4-yl)benzoat hydrochlorid Cl.COC(C1=C(C=CC(=C1)C1C[C@@H](OC2=CC=CC=C12)CN[C@H](C)C1=CC=CC2=CC=CC=C12)C)=O